NCC=1C=C(CNC(=O)C2=CC3=C(OCCC4=C3SC=C4)C=C2C=2C(=NC(=CC2)C(NCCC)=O)C(=O)OC)C=CC1 methyl 3-(9-((3-(aminomethyl)benzyl)carbamoyl)-4,5-dihydrobenzo[b]thieno[2,3-d]oxepin-8-yl)-6-(propylcarbamoyl)picolinate